(4-pyridyl)terephthalic acid N1=CC=C(C=C1)C1=C(C(=O)O)C=CC(=C1)C(=O)O